N(=NC(C#N)(C)C)C(C#N)(C)C Azo-bisisobutyronitril